2-(methylsulfanyl)-1-(2-(4-(1-(trifluoromethyl)-1H-pyrazol-4-yl)-1H-imidazol-2-yl)piperidin-1-yl)propan-1-one CSC(C(=O)N1C(CCCC1)C=1NC=C(N1)C=1C=NN(C1)C(F)(F)F)C